2-(1-(tert-Butoxycarbonyl)-piperidin-4-yl)oxazole-5-carboxylic acid ethyl ester C(C)OC(=O)C1=CN=C(O1)C1CCN(CC1)C(=O)OC(C)(C)C